tert-butyl (Z)-4-((3,6-dioxo-1-(propynyl)piperazine-2-ylidene)methyl)benzoate O=C1/C(/N(C(CN1)=O)C#CC)=C/C1=CC=C(C(=O)OC(C)(C)C)C=C1